1-Tert-butyl N-[[1-(2,6-dioxo-3-piperidyl)-3-methyl-2-oxo-benzimidazol-4-yl]methyl]-N-methyl-carbamate O=C1NC(CCC1N1C(N(C2=C1C=CC=C2CN(C(OC(C)(C)C)=O)C)C)=O)=O